3-((5-fluoro-1,1,7-trimethyl-3-oxoisoindolin-4-yl)amino)-4-methoxycyclobut-3-ene-1,2-dione FC=1C(=C2C(NC(C2=C(C1)C)(C)C)=O)NC=1C(C(C1OC)=O)=O